CN1[C@@H](CCC1)COC1=NC=2C[C@]3(CCC2C(=N1)N1C[C@@H](NCC1)CC#N)CC1=CC=CC=C1CC3 2-((S)-4-((R)-2'-(((S)-1-methylpyrrolidin-2-yl)methoxy)-3,4,5',8'-tetrahydro-1H,6'H-spiro[naphthalene-2,7'-quinazolin]-4'-yl)piperazin-2-yl)acetonitrile